C1(CC1)OC[C@@H](C(=O)O)N(C)C(=O)OCC1C2=CC=CC=C2C=2C=CC=CC12 (2S)-3-cyclopropyloxy-2-[9H-fluoren-9-ylmethoxycarbonyl(methyl)amino]propanoic acid